BrC1=C(C=CC=C1)S(=O)(=O)N1C[C@@H]([C@@](C1)(CO)O)S(=O)(=O)C1=CC=C(C#N)C=C1 4-(((3S,4R)-1-((2-bromo-phenyl)sulfonyl)-4-hydroxy-4-(hydroxymethyl)pyrrolidin-3-yl)sulfonyl)benzonitrile